ClC1=NC=C(C(=C1)N1C[C@H](CCC1)NC(OC(C)(C)C)=O)C=1C=NN(C1)CC(F)F tert-Butyl (S)-(1-(2-chloro-5-(1-(2,2-difluoroethyl)-1H-pyrazol-4-yl)pyridin-4-yl)piperidin-3-yl)carbamate